NCC1=C(C(=O)OC2=NC=C(C(=N2)NC2=C(C=CC=C2)P(=O)(C)C)C(F)(F)F)C=CC=N1 (4-((2-(dimethylphosphoryl) phenyl) amino)-5-(trifluoromethyl) pyrimidin-2-yl) aminomethylnicotinate